1,10-bis(2-hydroxy-4,4-dimethyl-6-oxocyclohex-1-en-1-yl)decane-1,10-dione OC1=C(C(CC(C1)(C)C)=O)C(CCCCCCCCC(=O)C1=C(CC(CC1=O)(C)C)O)=O